(2S,4r)-1-[(2S)-2-[4-[[(3-cyanobenzoyl)amino]methyl]triazol-1-yl]-3,3-dimethyl-butyryl]-4-hydroxy-N-methyl-pyrrolidine-2-carboxamide C(#N)C=1C=C(C(=O)NCC=2N=NN(C2)[C@H](C(=O)N2[C@@H](C[C@H](C2)O)C(=O)NC)C(C)(C)C)C=CC1